tripropyl-orthoformate C(CC)OC(OCCC)OCCC